BrC1=NC=CC(=C1)NCC1=NN2C(C=CC(=C2)C2CC2)=N1 2-bromo-N-((6-cyclopropyl-[1,2,4]triazolo[1,5-a]pyridin-2-yl)methyl)pyridin-4-amine